(S)-2-(1,3-dimethyl-4-oxo-1,4-dihydro-5H-pyrazolo[3,4-d]pyridazin-5-yl)-N-(1-(p-tolyl)ethyl)acetamide 4-methyl-2-azabicyclo[3.1.1]Heptane-3-carboxylate CC1C(NC2CC1C2)C(=O)O.CN2N=C(C1=C2C=NN(C1=O)CC(=O)N[C@@H](C)C1=CC=C(C=C1)C)C